FC1=C(C(=CC=C1F)OC)COC1=CC(=CC=2N=COC21)N 7-[(2,3-difluoro-6-methoxyphenyl)methoxy]-1,3-benzoxazol-5-amine